CC(C(=O)OC)CC(=C)C methyl 2,4-dimethyl-4-pentenoate